(1R,2S,5S)-3-(5,7-Dichloro-1H-indole-2-carbonyl)-6,6-dimethyl-N-((S)-1-oxo-3-((S)-2-oxopyrrolidin-3-yl)propan-2-yl)-3-azabicyclo[3.1.0]hexane-2-carboxamide ClC=1C=C2C=C(NC2=C(C1)Cl)C(=O)N1[C@@H]([C@H]2C([C@H]2C1)(C)C)C(=O)N[C@H](C=O)C[C@H]1C(NCC1)=O